tetrahydrobenzyl-acrylamide C(C1CCCC=C1)C(C(=O)N)=C